(S)-2-((4-(3-(4-Cyano-2-fluorophenyl)-2,3-dihydrobenzo[b][1,4]dioxin-5-yl)piperidin-1-yl)methyl)-4-(difluoromethoxy)-1-methyl-1H-benzo[d]imidazole-6-carboxylic acid C(#N)C1=CC(=C(C=C1)[C@@H]1OC2=C(OC1)C=CC=C2C2CCN(CC2)CC2=NC1=C(N2C)C=C(C=C1OC(F)F)C(=O)O)F